FC=1C=C(C=CC1NC1=NC=C(C(=N1)C=1C=NN(C1)CC(C)O)C(F)(F)F)S(=O)(=O)N 3-fluoro-4-((4-(1-(2-hydroxypropyl)-1H-pyrazol-4-yl)-5-(trifluoromethyl)pyrimidin-2-yl)amino)benzenesulfonamide